ClC=1C=CC=2N(C1)C=C(N2)COC2=CC(=NC=N2)N(N=O)CC2=C(C=C(C=C2C)C#N)C N-(6-((6-chloroimidazo[1,2-a]pyridin-2-yl)methoxy)pyrimidin-4-yl)-N-(4-cyano-2,6-dimethylbenzyl)nitrous amide